CC(C(=O)NC1=CC(=CC(=C1)NC(C(C)C)=O)NC(C(C)C)=O)C 1,3,5-tris(2-methylpropionylamino)benzene